4-methyl-5-(p-tolyl)penta-2,4-diene CC(C=CC)=CC1=CC=C(C=C1)C